COC=1C=C(C=CC1OC)C1=CC=NC=2N1N=C(C2)C(=O)N2C[C@@H](N(CC2)C(=O)C2=COC=C2)C (S)-(7-(3,4-dimethoxyphenyl)pyrazolo[1,5-a]pyrimidin-2-yl)(4-(furan-3-carbonyl)-3-methylpiperazin-1-yl)methanone